2-(3-(3-((3-methoxybenzyl)oxy)phenyl)-4-(4-sulfamoylbenzyl)-1H-pyrazol-1-yl)thiazole-4-carboxylic acid COC=1C=C(COC=2C=C(C=CC2)C2=NN(C=C2CC2=CC=C(C=C2)S(N)(=O)=O)C=2SC=C(N2)C(=O)O)C=CC1